BrC1=CC=C2CN(C(C2=C1)=O)CC(C)(C)O 6-bromo-2-(2-hydroxy-2-methylpropyl)isoindolin-1-one